ClC=1C=C(CN2C[C@@H](OCC2)CNC(CSC=2SC=C(N2)C2=CC(=C(C=C2)OC)OC)=O)C=CC1Cl (2S)-N-{[4-(3,4-dichlorobenzyl)morpholin-2-yl]methyl}-[4-(3,4-dimethoxyphenyl)thiazol-2-ylthio]acetamide